fluorenylmethoxycarbonyl-L-lysine C1(=CC=CC=2C3=CC=CC=C3CC12)COC(=O)N[C@@H](CCCCN)C(=O)O